NC=1C(=C(C=CC1F)[C@H](CNC(C)(C)C)O)F (R)-1-(3-amino-2,4-difluorophenyl)-2-(tert-butylamino)-1-ethanol